ClC=1C(=C(C(=CC1)N1N=NN=C1)C1=CC(N2[C@@H](CC[C@@]2(C1)[2H])C=1NC(=CN1)C1=C(C(=NC=C1)CO)F)=O)F (3S,8aR)-7-(3-chloro-2-fluoro-6-(1H-tetrazol-1-yl)phenyl)-3-(5-(3-fluoro-2-(hydroxymethyl)pyridin-4-yl)-1H-imidazol-2-yl)-2,3,8,8a-tetrahydroindolizin-5(1H)-one-8a-d